FC1=C(C=C(C=C1)N1C(=CC2=C1C=C1C=NN(C1=C2)C(C(C)(C)C)=O)C(C)C)OC 1-[5-(4-fluoro-3-methoxy-phenyl)-6-isopropyl-pyrrolo[2,3-f]indazol-1-yl]-2,2-dimethyl-propan-1-one